C(C)(C)(C)OC(=O)N(C=1C(=CC=C2C=CC(=CC12)C1=NC(=NC=C1)C(=O)N[C@H]1CN(CCC1)C(=O)OC(C)(C)C)OC)CC(=C)C#N tert-butyl (3R)-3-[[4-[8-[tert-butoxycarbonyl(2-cyanoallyl)amino]-7-methoxy-2-naphthyl]pyrimidine-2-carbonyl]amino]piperidine-1-carboxylate